7-(1-(((R)-3,3-difluorocyclopentyl)amino)ethyl)-1H-pyrrolo[3,2-b]pyridine-5-carboxylic acid FC1(C[C@@H](CC1)NC(C)C1=C2C(=NC(=C1)C(=O)O)C=CN2)F